[NH4+].C(CCC(C)C)S(=O)(=O)[O-] isohexylsulfonic acid ammonium salt